FC=1C=C2C(CC3(NC2=CC1)CCN(CC3)C(=O)NCC3=CC(=C(C=C3)F)OCCOC)=O 6'-fluoro-N-(4-fluoro-3-(2-methoxyethoxy)benzyl)-4'-oxo-3',4'-dihydro-1'H-spiro[piperidine-4,2'-quinoline]-1-carboxamide